1,3-diethyl malonate trifluoroacetate FC(C(=O)O)(F)F.C(CC(=O)OCC)(=O)OCC